C(C)(C)(C)OC(=O)N[C@H](C(=O)N1N[C@@H](CCC1)C(=O)[O-])CCC=C (S)-1-((S)-2-((tert-butoxycarbonyl)amino)hex-5-enoyl)hexahydropyridazine-3-carboxylate